(octahydro-4,7-methylene-1H-indenyl)ethanol methacrylate C(C(=C)C)(=O)OC(C)C1CCC2C3CCC(C12)C3